OC1=CC=C2CCN(CC2=C1)C(=O)OC(C)(C)C 7-hydroxy-2-N-(tert-butoxycarbonyl)-3,4-dihydroisoquinoline